ethyl 3-[4,4-bis(4-chlorophenyl)-2,5-dioxoimidazolidin-1-yl]propanoate ClC1=CC=C(C=C1)C1(NC(N(C1=O)CCC(=O)OCC)=O)C1=CC=C(C=C1)Cl